Cl.OCCOC1=C(C=C(C=C1C)C1=NC2=CC(=C(C(=C2C(N1)=O)OC)CN1CCOCC1)OC)C 2-[4-(2-hydroxy-ethoxy)-3,5-dimethylphenyl]-5,7-dimethoxy-6-morpholin-4-ylmethyl-3H-quinazolin-4-one hydrochloride